C(=O)C1=NC=CC=C1CN1CCN(CC1)C(=O)OC(C)(C)C Tert-Butyl 4-[(2-formylpyridin-3-yl)methyl]piperazine-1-carboxylate